ClC=1C=C(C=CC1C#N)C=1C=CC=NC1 5-(3-chloro-4-cyanophenyl)pyridin